2-(2,6-dichloro-3-(hydroxymethyl)pyridine-4-yl)ethan-1-ol ClC1=NC(=CC(=C1CO)CCO)Cl